L-1,3,6,8-tetra-(p-aminophenyl)-pyrene NC1=CC=C(C=C1)C1=CC(=C2C=CC3=C(C=C(C4=CC=C1C2=C34)C3=CC=C(C=C3)N)C3=CC=C(C=C3)N)C3=CC=C(C=C3)N